CN1C(C(CCC1=O)N1C(C2=CC=CC(=C2C1=O)NCCCCCC(=O)O)=O)=O 6-((2-(1-methyl-2,6-dioxopiperidin-3-yl)-1,3-dioxoisoindolin-4-yl)amino)hexanoic acid